CC(C)(C)C=1C=C(C=C(C1O)C(C)(C)C)C1=CC=CC=C1 3,5-bis(1,1-dimethylethyl)-[1,1'-biphenyl]-4-ol